7'-(4-hydroxybicyclo[2.2.1]heptan-1-yl)-2'-((7-methylquinoxalin-6-yl)amino)spiro[cyclopropane-1,5'-pyrrolo[2,3-d]pyrimidin]-6'(7'H)-one OC12CCC(CC1)(C2)N2C(C1(C3=C2N=C(N=C3)NC=3C=C2N=CC=NC2=CC3C)CC1)=O